Tert-butyl (3-exo)-3-((4-methoxy-6-((5-methyl-1H-pyrazol-3-yl) amino) pyrimidin-2-yl) amino)-8-azabicyclo[3.2.1]octane-8-carboxylate COC1=NC(=NC(=C1)NC1=NNC(=C1)C)NC1CC2CCC(C1)N2C(=O)OC(C)(C)C